(R)-8-(3-(3-cyanophenyl)isoxazol-5-yl)-9-oxooctahydro-2H-pyrazino[1,2-a]pyrazine-2-carbonitrile C(#N)C=1C=C(C=CC1)C1=NOC(=C1)N1C([C@@H]2N(CCN(C2)C#N)CC1)=O